2-n-Butyl-4-chloro-1-(2'-cyanobiphenyl-4-yl)-methyl-5-(hydroxymethyl)imidazole C(CCC)C1(N(C(=C(N1)Cl)CO)C1=CC=C(C=C1)C1=C(C=CC=C1)C#N)C